O=C1N2N(C([C@H](C3=C1C=CC=C3)NC(=O)[C@@H](CNC(=O)C3=C(C=NO3)C)C(F)(F)F)=O)CCC2 N-((R)-2-(((S)-5,11-Dioxo-2,3,10,11-tetrahydro-1H,5H-benzo[d]pyrazolo[1,2-a][1,2]diazepin-10-yl)carbamoyl)-3,3,3-trifluoropropyl)-4-methylisoxazol-5-carboxamid